BrC1=CC=C(C=N1)C(C(F)(F)F)NC(=O)NC1CC1 1-(1-(6-bromopyridin-3-yl)-2,2,2-trifluoroethyl)-3-cyclopropylurea